FC=1C=C(C=CC1)C1=C(NC2=NC=C3C(=C21)N(C(N3C)=O)[C@H]3C[C@@H](CC3)NC(OC)=O)C=3C(=NN(C3)C)OC Methyl ((1R,3R)-3-(8-(3-fluorophenyl)-7-(3-methoxy-1-methyl-1H-pyrazol-4-yl)-3-methyl-2-oxo-3,6-dihydroimidazo[4,5-d]pyrrolo[2,3-b]pyridin-1(2H)-yl)cyclopentyl)carbamate